C(CC)(=O)NNC(=O)C=1C=2N(C=C(C1)Br)C=CN2 6-Bromo-imidazo[1,2-a]pyridine-8-carboxylic acid N'-propionyl-hydrazide